O=C1NC(CCC1N1C(N(C2=C1C=CC=C2N2CC1(C2)CCN(CC1)C(=O)OC(C)(C)C)C)=O)=O Tert-butyl 2-[1-(2,6-dioxo-3-piperidyl)-3-methyl-2-oxo-benzimidazol-4-yl]-2,7-diazaspiro[3.5]nonane-7-carboxylate